IC1=CC2=C(NC([C@@H](N=C2C2=CC=CC=C2)C(CC)CC)=O)C=C1 (S)-7-iodo-3-(pent-3-yl)-5-phenyl-1H-benzo[e][1,4]diazepin-2(3H)-one